2-(dimethylaminomethylmethoxymethylsilyl)styrene CN(C)C[SiH](C1=C(C=C)C=CC=C1)COC